C1(=CC=C(C=C1)S(=O)(=O)N1CC2(C(C3=CC=C(C=C13)O)C1=CC(=C(C=C1C2)O)O)O)C 5-(p-tolylsulfonyl)-7,11b-dihydro-6H-indeno[2,1-c]quinoline-3,6a,9,10-tetrol